5-(4-((2-(4-((3-(oxazol-4-ylmethyl)-5-(trifluoromethoxy)benzyl)amino)butoxy)ethyl)amino)-1H-indazol-6-yl)pyridazin-3(2H)-one O1C=NC(=C1)CC=1C=C(CNCCCCOCCNC2=C3C=NNC3=CC(=C2)C2=CC(NN=C2)=O)C=C(C1)OC(F)(F)F